O=C1NC(CCC1N1CC2=CC=C(C=C2C1=O)CNC(OC1CCC2(CC2)CC1)=O)=O spiro[2.5]octan-6-yl ((2-(2,6-dioxopiperidin-3-yl)-3-oxoisoindolin-5-yl)methyl)carbamate